(R)-N-(1-((6-(2-chloro-3'-((2-(difluoromethyl)-7-vinylpyrido[3,2-d]pyrimidin-4-yl)amino)-2'-methyl-[1,1'-biphenyl]-3-yl)-2-methoxypyridin-3-yl)methyl)pyrrolidin-3-yl)acetamide ClC1=C(C=CC=C1C1=CC=C(C(=N1)OC)CN1C[C@@H](CC1)NC(C)=O)C1=C(C(=CC=C1)NC=1C2=C(N=C(N1)C(F)F)C=C(C=N2)C=C)C